3-(methylsulfonylamino)benzoic acid CS(=O)(=O)NC=1C=C(C(=O)O)C=CC1